C(C)(C)(C)OC(NC1CC(C1)N1CCNCC1)=O N-(3-piperazin-1-yl-cyclobutyl)carbamic acid tert-butyl ester